C(C)(C)C1=CNC2=CC=C(C=C12)C1=CCN(CC1)C(=O)OC(C)(C)C tert-butyl 4-(3-isopropyl-1H-indol-5-yl)-5,6-dihydropyridine-1(2H)-carboxylate